O1C(OCC1)C1=C(OCC(=O)O)C=CC=C1C=1SC=CN1 2-(2-(1,3-dioxolan-2-yl)-3-(thiazol-2-yl)phenoxy)acetic acid